FC=1C=C(C=CC1)[C@@H]1N(OCC1)C1=CC(=NC=N1)NC=1C(=CC(=C(C1)NC(C=C)=O)N(C)CCOC)OC N-(5-((6-((R)-3-(3-fluorophenyl)isoxazolidine-2-yl)pyrimidine-4-yl)amino)-4-methoxy-2-((2-methoxyethyl)(methyl)amino)phenyl)acrylamide